7-chloro-1-phenyl-4-(pyridin-2-yl-amino)quinazolin-2(1H)-one ClC1=CC=C2C(=NC(N(C2=C1)C1=CC=CC=C1)=O)NC1=NC=CC=C1